C(CCC)C1=C(C=CC=C1)NC(=O)N 1-(butylphenyl)urea